C(CCC)C1CCC(CC1)C1=CC=C(C=C1)C#CC1=C(C=C(C=C1)N=C=S)Cl 1-((4-(4-butylcyclohexyl)phenyl)ethynyl)-2-chloro-4-isothiocyanatobenzene